methyl (S)-3-(8-bromo-6-(2-chlorophenyl)-1-((2-aminoethyl)thio)-4H-benzo[f][1,2,4]triazolo[4,3-a][1,4]diazepin-4-yl)propionate BrC=1C=CC2=C(C(=N[C@H](C=3N2C(=NN3)SCCN)CCC(=O)OC)C3=C(C=CC=C3)Cl)C1